1-chloro-3-(2-chloro-4-(2-(3-chloro-4-(2-hydroxy-3-(1H-imidazol-1-yl)propoxy)phenyl)propan-2-yl)phenoxy)propan-2-ol ClCC(COC1=C(C=C(C=C1)C(C)(C)C1=CC(=C(C=C1)OCC(CN1C=NC=C1)O)Cl)Cl)O